ClC=1C=C(C=CC1C)S(=O)(=O)NC=1C=C2C(N(C(C2=CC1)=O)C1C(NC(CC1)=O)=O)=O 3-chloro-N-(2-(2,6-dioxopiperidin-3-yl)-1,3-dioxoisoindolin-5-yl)-4-methylbenzenesulfonamide